1-(2,2-difluorocyclopropyl)-4-iodopyrazole FC1(C(C1)N1N=CC(=C1)I)F